3,4-dihydronaphthalen-2-yl triflate O(S(=O)(=O)C(F)(F)F)C1=CC2=CC=CC=C2CC1